C(=O)(OC(C)(C)C)N1CC=C(CC1)B1OC(C)(C)C(C)(C)O1 Boc-1,2,5,6-tetrahydropyridine-4-boronic acid pinacol ester